C(N)(=O)C=1N(C2=CC(=CC=C2C1)OC(F)(F)F)C=1C=CC2=C(C(CO2)CC(=O)O)C1 (+)-2-(5-(2-carbamoyl-6-(trifluoromethoxy)-1H-indol-1-yl)-2,3-dihydrobenzofuran-3-yl)acetic acid